O1C(CCC1)C(C1OCCC1)OS(=O)O.S(=O)(OCC1OCCC1)OCC1OCCC1 Bis((tetrahydrofuran-2-yl) methyl) sulfite (Bis(tetrahydrofuran-2-yl)methyl)sulfite